ClC=1C(=NC(=CC1)C1=C(C(=C(C=C1)C(F)(F)F)C)Cl)C(=O)OC Methyl 3-chloro-6-(2-chloro-3-methyl-4-(trifluoromethyl) phenyl)picolinate